C(CCC=C)N1C=NC2=CC=CC=C2C1=O 3-(pent-4-en-1-yl)quinazolin-4(3H)-one